C1(=CC=C(C=C1)CNC1=C2N=CN(C2=NC(=N1)N1C[C@@H](NCC1)CCO)C(C)C)C1=CC=CC=C1 (S)-2-(4-(6-(([1,1'-biphenyl]-4-ylmethyl)amino)-9-isopropyl-9H-purin-2-yl)piperazin-2-yl)ethan-1-ol